O=C1N(C=CC=C1)C(=S)N1C(C=CC=C1)=O 1-[(2-oxo-1,2-dihydropyridin-1-yl)thiocarbonyl]-1,2-dihydropyridin-2-one